1-((3R,4S)-3-((5-(1-(2,2-difluoroethyl)-1H-benzo[d][1,2,3]triazol-6-yl)-6-fluoro-4-methoxypyrrolo[2,1-f][1,2,4]triazin-2-yl)amino)-4-fluoropyrrolidin-1-yl)ethan-1-one FC(CN1N=NC2=C1C=C(C=C2)C=2C(=CN1N=C(N=C(C12)OC)N[C@@H]1CN(C[C@@H]1F)C(C)=O)F)F